O(I)I.[Eu] Europium oxyiodide